(R)-N-(6-(1-cyclopropyl-2-hydroxy-2-methylpropyl)-5-oxo-6,7-dihydro-5H-pyrrolo[3,4-b]pyridin-4-yl)-6,7-dihydro-5H-cyclopenta[b]pyridine-4-carboxamide C1(CC1)[C@H](C(C)(C)O)N1CC2=NC=CC(=C2C1=O)NC(=O)C1=C2C(=NC=C1)CCC2